C(CCCCCCC)[Si](OC)(C)C n-octyl-dimethylmethoxysilane